5,5-dimethyl-4,5,6,7-tetrahydropyrazolo[1,5-a]pyridine-2-carboxylate CC1(CC=2N(CC1)N=C(C2)C(=O)[O-])C